N1(CCC12CCC2)C=2OC1=C(N2)C=C(C=C1)NC(=O)C1=CC2=C(OCCO2)C=C1 2,3-dihydro-benzo[1,4]dioxine-6-carboxylic acid [2-(1-aza-spiro[3.3]hept-1-yl)-benzooxazol-5-yl]-amide